4-cyclopropyl-3-(4-nitrophenyl)-1H-pyrazolo[4,3-c]pyridin-4-amine C1(CC1)C1(N=CC=C2C1=C(NN2)C2=CC=C(C=C2)[N+](=O)[O-])N